N-((5-fluoro-6-((2-methylthiazol-5-yl)methoxy)-1H-indol-2-yl)methyl)-1-methylcyclopropane-1-carboxamide FC=1C=C2C=C(NC2=CC1OCC1=CN=C(S1)C)CNC(=O)C1(CC1)C